ClC=1C=C(C2=C(C=CO2)C1)NC1CCCC1 5-chloro-7-(cyclopentylamino)benzofuran